tert-Butyl (1-(3,3-dimethyl-2,3-dihydro-1H-pyrrolo[3,2-b]pyridine-1-carbonyl)piperidin-4-yl)(methyl)carbamate CC1(CN(C=2C1=NC=CC2)C(=O)N2CCC(CC2)N(C(OC(C)(C)C)=O)C)C